N-(3-chloro-4-morpholinophenyl)-6-(1H-indazol-6-yl)-[1,2,4]triazolo[4,3-a]pyrazin-8-amine ClC=1C=C(C=CC1N1CCOCC1)NC=1C=2N(C=C(N1)C1=CC=C3C=NNC3=C1)C=NN2